methyl 4-(2-hydroxy-2,3-dihydro-1H-inden-2-yl)-3-oxobutanoate OC1(CC2=CC=CC=C2C1)CC(CC(=O)OC)=O